C(CCCCCCCCCCCCCC)(=O)[O-].C(CCCCCCCCCCCCCC)(=O)[O-].[Al+2] aluminum bis(pentadecanoate)